C1(CC1)C1=C(C=C(C=C1)C(NC(=O)C1N(CC(C1)F)C(CN(C1=NC=CN=C1)C)=O)C1=CC=CC=C1)F N-[(4-cyclopropyl-3-fluorophenyl)(phenyl)methyl]-4-fluoro-1-{2-[methyl(pyrazin-2-yl)amino]acetyl}pyrrolidine-2-carboxamide